tert-butyl 4-(4-(3-((5-(5-(difluoromethyl)-1,3,4-oxadiazole-2-yl)pyridine-2-yl)methyl)-5-fluoro-2-oxo-2,3-dihydrobenzo[d]oxazole-6-yl)pyridine-2-yl)piperazine-1-carboxylate FC(C1=NN=C(O1)C=1C=CC(=NC1)CN1C(OC2=C1C=C(C(=C2)C2=CC(=NC=C2)N2CCN(CC2)C(=O)OC(C)(C)C)F)=O)F